tert-Butyl 4-[(2-hydroxyethyl)(phenyl)amino]piperidine-1-carboxylate OCCN(C1CCN(CC1)C(=O)OC(C)(C)C)C1=CC=CC=C1